C1(CC1)N1N=C(C2=CC(=CC=C12)C=1N=C2N(C(C1C)=O)C=C(C=C2[C@H](C)NC2=C(C(=O)O)C=CC=C2)C)C (S)-2-((1-(2-(1-cyclopropyl-3-methyl-1H-indazol-5-yl)-3,7-dimethyl-4-oxo-4H-pyrido[1,2-a]pyrimidin-9-yl)ethyl)amino)benzoic acid